N-(phenylsulfonyl)-5-azaspiro[2.4]heptane-6-carboxamide hydrochloride Cl.C1(=CC=CC=C1)S(=O)(=O)NC(=O)C1NCC2(CC2)C1